8-bromo-5-chlorochromanone BrC=1C=CC(=C2CCC(OC12)=O)Cl